ClC1=C(C(=C(C=C1OC)OC)Cl)NC1=NC=CC=C1C1=NC(=NC=N1)NC1=CC(=CC=C1)N1CCN(CC1)CC (2-((2,6-dichloro-3,5-dimethoxyphenyl)amino)pyridin-3-yl)-N-(3-(4-ethylpiperazin-1-yl)phenyl)-1,3,5-triazin-2-amine